CC1=C(C=CC=C1C)N1CCN(CC1)C(CN1N=C(C2=C1CCOC2)C(=O)N2CCCC2)=O 1-[4-(2,3-dimethylphenyl)piperazin-1-yl]-2-[3-(pyrrolidine-1-carbonyl)-6,7-dihydro-4H-pyrano[4,3-c]pyrazol-1-yl]ethanone